C(C)(C)C(C(C)(C)C1=CC(=CC(=C1)OC)OC)CCCCC 1-(3-isopropyl-2-methyloctan-2-yl)-3,5-dimethoxybenzene